methyl (2S)-5-(4-aminopyrimidin-5-yl)-2-{[(tert-butoxy) carbonyl]amino}pent-4-ynoate NC1=NC=NC=C1C#CC[C@@H](C(=O)OC)NC(=O)OC(C)(C)C